NC=1C=CC(=C(C1)S(=O)(=O)NCC1=C(C=C(C=C1)OC)OC)N1N=C(N=C1)C(F)F 5-amino-2-[3-(difluoromethyl)-1H-1,2,4-triazol-1-yl]-N-(2,4-dimethoxybenzyl)benzenesulfonamide